COC(C(C)C1=CNC2=CC=CC=C12)=O 2-(1H-indol-3-yl)propionic acid methyl ester